FC1(CCC2(C(NC3=CC(=CC=C23)C=2C=C(C(=C(C(=O)NCC=3C(NC(=CC3C)C)=O)C2)C)N(C2CCOCC2)CC)=O)CC1)F 5-(4,4-difluoro-2'-oxospiro[cyclohexane-1,3'-indolin]-6'-yl)-N-((4,6-dimethyl-2-oxo-1,2-dihydropyridin-3-yl)methyl)-3-(ethyl-(tetrahydro-2H-pyran-4-yl)amino)-2-methylbenzamide